NN1N=NC=C1 3-aminotriazol